(1H-pyrazolo[3,4-b]pyridin-5-yl)methanone N1N=CC=2C1=NC=C(C2)C=O